ferrous D-lactate C([C@H](O)C)(=O)[O-].[Fe+2].C([C@H](O)C)(=O)[O-]